C(C)(C)(C)OC(=O)N1CCC2(C(N(C(N2CC)=O)CC2=CC(=CC=C2)C(F)(F)F)=O)CC1 1-Ethyl-2,4-dioxo-3-(3-(trifluoromethyl)benzyl)-1,3,8-triazaspiro[4.5]decane-8-carboxylic acid tert-butyl ester